(S)-1-((2-((R)-1-Amino-2-((1,1,1-trifluoro-2-methylpropan-2-yl)oxy)ethyl)imidazo[1,2-b]pyridazin-7-yl)methyl)-4-(trifluoromethyl)imidazolidin-2-one N[C@@H](COC(C(F)(F)F)(C)C)C=1N=C2N(N=CC(=C2)CN2C(N[C@@H](C2)C(F)(F)F)=O)C1